trans-4-(3-cyano-phenyl)-pyrrolidine-3-carboxylic acid C(#N)C=1C=C(C=CC1)[C@H]1[C@@H](CNC1)C(=O)O